F[C@@H]1CN(CC[C@H]1NC1=NC=C(C(=N1)C1=CC(=C(S1)CC(C)(C)O)C#N)C(F)(F)F)S(=O)(=O)C=1N=CN(C1)C 5-(2-(((3R,4R)-3-fluoro-1-((1-methyl-1H-imidazol-4-yl)sulfonyl)piperidin-4-yl)amino)-5-(trifluoromethyl)pyrimidin-4-yl)-2-(2-hydroxy-2-methylpropyl)thiophene-3-carbonitrile